CC(C(=O)O)C methyl-Propionic Acid